5-(ethyl-sulfonyl)-4'-(trifluoromethyl)-[1,1'-biphenyl]-2-carboxylic acid C(C)S(=O)(=O)C1=CC=C(C(=C1)C1=CC=C(C=C1)C(F)(F)F)C(=O)O